2,2'-Dimorpholinyldiethyl ether C1COCCN1CCOCCN2CCOCC2